C12CC(CCC1)C1C(COCC3C2O3)O1 3-cyclohexanediglycidyl ether